4-cyanotetrahydro-2H-pyran-4-sulfonyl chloride C(#N)C1(CCOCC1)S(=O)(=O)Cl